(2S,3R,4R,5S)-2-(hydroxymethyl)-1-(((1r,4R)-4-isopropylcyclohexyl)methyl)piperidine-3,4,5-triol OC[C@@H]1N(C[C@@H]([C@H]([C@@H]1O)O)O)CC1CCC(CC1)C(C)C